(5R)-4-(1-(4-methoxyphenyl)-1,4,6,7-tetrahydropyrano[4,3-c]pyrazole-3-carbonyl)-1,4-diazabicyclo[3.2.2]nonan-6-one COC1=CC=C(C=C1)N1N=C(C2=C1CCOC2)C(=O)N2CCN1CC([C@H]2CC1)=O